O1CCC(CC1)C1=NC=CC(=N1)O (tetrahydro-2H-pyran-4-yl)pyrimidin-4-ol